C(=O)(OC(C)(C)C)N[C@H](CC1=CC(=C(C=C1)F)F)C(=O)O Boc-3,4-difluoro-D-phenylalanine